BrC=1C(=CC(=C(C1)NC=1C(=NC=CC1)OC)[N+](=O)[O-])Cl N-(5-bromo-4-chloro-2-nitrophenyl)-2-methoxypyridin-3-amine